6-((2-(3-aminophenyl)-1-oxoisoindol-4-yl)sulfonyl)-4-((3-methoxyphenyl)amino)-8-methylquinoline-3-carboxamide NC=1C=C(C=CC1)N1C(C2=CC=CC(=C2C1)S(=O)(=O)C=1C=C2C(=C(C=NC2=C(C1)C)C(=O)N)NC1=CC(=CC=C1)OC)=O